C(=C)[Si](CC[Si](OC)(OC)C=C)(OC)OC 1,2-bis(vinyldimethoxysilyl)ethane